N1=CC(=C2N1C=CN=C2)C(=O)N2CC1=C(CC2)C(=CS1)C(=O)NC1=NOC(=C1)C(C(F)(F)F)(C)C 6-(pyrazolo[1,5-a]pyrazine-3-carbonyl)-N-[5-(2,2,2-trifluoro-1,1-dimethylethyl)isoxazol-3-yl]-5,7-dihydro-4H-thieno[2,3-c]pyridine-3-carboxamide